C(#N)CC(=O)N[C@H](C(=O)N1[C@@H](C[C@H](C1)O)C(=O)OCC1=CC=CC=C1)C(C)(C)C (2S,4R)-Benzyl 1-((S)-2-(2-cyanoacetamido)-3,3-dimethylbutanoyl)-4-hydroxypyrrolidine-2-carboxylate